FC1=CC=C(\C=C\2/N=C(OC2)\C=C\C2=CC=CC=C2)C=C1 4-[(Z)-4-fluorobenzylidene]-2-[(E)-styryl]oxazol